COC(=O)C=1C(N(C2=CC(=CC=C2C1N)Br)C1=CC=CC=2COCC21)=O 4-Amino-7-bromo-1-(1,3-dihydro-2-benzofuran-4-yl)-2-oxo-1,2-dihydroquinoline-3-carboxylic acid methyl ester